N-(2,3-dihydro-1-benzofuran-5-ylmethyl)-6-{4-[(6-methoxypyridin-3-yl)oxy]piperidin-1-yl}-5-methylpyridazine-3-carboxamide O1CCC2=C1C=CC(=C2)CNC(=O)C=2N=NC(=C(C2)C)N2CCC(CC2)OC=2C=NC(=CC2)OC